triethylammonium bis(2,4,6-trimethylbenzoyl)dithiophosphinate CC1=C(C(=O)P([S-])(=S)C(C2=C(C=C(C=C2C)C)C)=O)C(=CC(=C1)C)C.C(C)[NH+](CC)CC